O1CCC1O oxetan-4-ol